2-[[butyl-hydroxyphosphinyl]oxy]glutaric acid C(CCC)P(=O)(OC(C(=O)O)CCC(=O)O)O